aluminium fluoride [F-].[Al+3].[F-].[F-]